5-[5-(5,5-dimethyl-1,3,2-dioxaborinan-2-yl)-2-methylpyrazol-3-yl]-1-[(4-methoxyphenyl)methyl]-4-methyl-1,2,3-triazole CC1(COB(OC1)C=1C=C(N(N1)C)C1=C(N=NN1CC1=CC=C(C=C1)OC)C)C